4-(2,6-Dichloro-4-nitrophenoxy)-2-(2-fluoropropan-2-yl)phenol ClC1=C(OC2=CC(=C(C=C2)O)C(C)(C)F)C(=CC(=C1)[N+](=O)[O-])Cl